CC1=NN2C(N=CC=C2C2CN(CCC2)C(=O)OC(C)(C)C)=C1C1=CC=NC=C1 tert-Butyl 3-(2-methyl-3-(pyridin-4-yl)pyrazolo[1,5-a]pyrimidin-7-yl)piperidine-1-carboxylate